1-phenyl-2-(piperazin-1-yl)-1,3-dihydropyrrolo[2,3-b]pyridine-3-carboxaldehyde C1(=CC=CC=C1)N1C(C(C=2C1=NC=CC2)C=O)N2CCNCC2